3-[(4,4-difluorocyclohexyl)methyl]-4-[(1,2-oxazol-5-yl)methyl]-1,2,4-oxadiazol-5(4H)-one FC1(CCC(CC1)CC1=NOC(N1CC1=CC=NO1)=O)F